3-(5-(4-((4-(dimethylamino)piperidin-1-yl)methyl)pyridin-2-yl)-1-oxoisoindolin-2-yl)piperidine-2,6-dione CN(C1CCN(CC1)CC1=CC(=NC=C1)C=1C=C2CN(C(C2=CC1)=O)C1C(NC(CC1)=O)=O)C